N-(2-aminoethyl)-2-(2,5-dioxo-2,5-dihydro-1H-pyrrol-1-yl)propanamide NCCNC(C(C)N1C(C=CC1=O)=O)=O